[Ti].[Cu].[Ti] titanium-copper-titanium